C(C)(C)(C)N[Si](C)(C)C tert-butylaminotrimethylsilane